Cl.C[C@@H]1N(C2=CC=CC=C2[C@@H](C1)NC1=CC=C(C=C1)C1=CN=C2N1CCNC2)C(CC)=O 1-((2S,4R)-2-methyl-4-{[4-(5,6,7,8-tetrahydroimidazo[1,2-a]pyrazin-3-yl)phenyl]amino}-3,4-dihydroquinolin-1(2H)-yl)propan-1-one hydrochloride